2-(5-{3-amino-5-[4-(trifluoromethoxy)benzene-1-sulfonyl]pyridin-2-yl}-1,3,4-oxadiazol-2-yl)-1,1,1-trifluoropropan-2-ol NC=1C(=NC=C(C1)S(=O)(=O)C1=CC=C(C=C1)OC(F)(F)F)C1=NN=C(O1)C(C(F)(F)F)(C)O